C(C)(C)(C)OC(N(C)C1CC2=C(SC=C2I)C1)=O.BrC1=CC=C(C=C1)C(CN1C=NC=C1)=O 1-(4-bromophenyl)-2-(1H-imidazol-1-yl)ethan-1-one tert-butyl-N-(3-iodo-5,6-dihydro-4H-cyclopenta[b]thiophen-5-yl)-N-methyl-carbamate